CC1(CS(CC1)(=O)=O)NC(OCC1=CC=CC=C1)=O benzyl (3-methyl-1,1-dioxidotetrahydrothiophen-3-yl)carbamate